8-(4-chloro-3-fluoro-2-methylphenyl)-9-(4-((1-(3,3-difluoropropyl)azetidin-3-yl)methyl)phenyl)-6,7-dihydro-5H-benzo[7]annulene-3-carboxylic acid ClC1=C(C(=C(C=C1)C=1CCCC2=C(C1C1=CC=C(C=C1)CC1CN(C1)CCC(F)F)C=CC(=C2)C(=O)O)C)F